nitroethaneNE [N+](=O)([O-])C=C